C1(=CC=CC=C1)N1C2=CC=CC=C2C2=C1C=CC=1N(C=3C=CC=CC3C21)C2=CC=1C3=CC=CC=C3C3=CC=CC=C3C1C=C2 5,8-Dihydro-5-phenyl-8-(2-triphenylenyl)indolo[2,3-c]carbazol